[(6S)-4-(4-chlorophenyl)-2,3,9-trimethyl-6H-thieno[3,2-f][1,2,4]triazolo[4,3-a][1,4]diazepin-6-yl]acetonitrile ClC1=CC=C(C=C1)C1=N[C@H](C=2N(C3=C1C(=C(S3)C)C)C(=NN2)C)CC#N